C1CC1C(=O)O 3-cyclopropanoic acid